COC1=C(CNC=2C3=C(N=CN2)C(=CN3)C3CCN(CC3)C(C)=O)C=CC(=C1)OC 1-(4-(4-((2,4-dimethoxybenzyl)amino)-5H-pyrrolo[3,2-d]pyrimidin-7-yl)piperidin-1-yl)ethan-1-one